NC1=CC=C(C=C1)/C=C/C(=O)O (E)-3-(4-aminophenyl)acrylic acid